C(CCCCCCCCCCCCCC)NC1=CC(C(C=C1)=O)=O 4-pentadecylamino-1,2-benzoquinone